thymidine-3'-ethanoic acid [C@@H]1(C[C@](O)([C@@H](CO)O1)CC(=O)O)N1C(=O)NC(=O)C(C)=C1